C(C)(C)(C)C=1C=CC2=C(N(C(=N2)C2=NC=CC(=C2CO)C=2C=C(C(N(C2)C)=O)NC(=O)C2CC2)C)C1 N-[5-[2-(6-tert-butyl-1-methyl-benzoimidazol-2-yl)-3-(hydroxymethyl)-4-pyridinyl]-1-methyl-2-oxo-3-pyridinyl]Cyclopropanecarboxamide